(R)-2-((R)-2-(3-((3-aminopropyl)amino)phenyl)-2-(isoindolin-2-yl)acetamido)-N-(2,6-difluoro-4-hydroxybenzyl)-5-((Z)-2-(ethylcarbamoyl)guanidino)pentanamide NCCCNC=1C=C(C=CC1)[C@H](C(=O)N[C@@H](C(=O)NCC1=C(C=C(C=C1F)O)F)CCCN\C(=N/C(NCC)=O)\N)N1CC2=CC=CC=C2C1